C(=C\C1=CC=CC=C1)/B(O)O (E)-styryl-boronic acid